CC(CC(C)C)NC1=CC=C(C=C1)NC1=CC=C(C=C1)OC N-(1,3-dimethylbutyl)-N'-p-methoxyphenyl-p-phenylenediamine